3-Methyl-6-nitro-1-(2-(pyridin-3-yl)ethyl)-1H-indazole CC1=NN(C2=CC(=CC=C12)[N+](=O)[O-])CCC=1C=NC=CC1